Tripropyleneglycol dimethyl ether COC(C)COC(C)COC(C)COC